COC=1C=C(C[C@@H]2[C@@H]([C@H](OC2)C2=CC(=C(C(=C2)OC)OC)OC)COC(=O)C2=CCCC2)C=CC1OC Cyclopentene-1-carboxylic acid ((2S,3R,4R)-4-(3,4-dimethoxybenzyl)-2-(3,4,5-trimethoxyphenyl)tetrahydrofuran-3-yl)methyl ester